COC(=O)[C@H]1N(C[C@@H](C1)C(F)(F)F)C(C1=C(C=C(C(=C1)OC)OCC1=CC=CC=C1)[N+](=O)[O-])=O (2S,4R)-1-(4-(benzyloxy)-5-methoxy-2-nitrobenzoyl)-4-(trifluoromethyl)pyrrolidine-2-carboxylic acid methyl ester